C(CCC)[C@]1(CS(C2=C(N(C1)C1=CC=C(C=C1)F)C=C(C(=C2)OC[C@@H](C(=O)O)O)SC)(=O)=O)CC (S)-3-(((R)-3-butyl-3-ethyl-5-(4-fluorophenyl)-7-(methylsulfanyl)-1,1-dioxo-2,3,4,5-tetrahydro-1,5-benzothiazepin-8-yl)oxy)-2-hydroxypropionic acid